4-[3-hydroxy-5-methoxy-4-[(1,2,3,4-tetrahydroisoquinolin-6-ylamino)methyl]phenyl]-6-methyl-1H-pyrazolo[3,4-c]pyridin-7-one OC=1C=C(C=C(C1CNC=1C=C2CCNCC2=CC1)OC)C=1C2=C(C(N(C1)C)=O)NN=C2